FC1=C(CC2=NC3=C(N2C[C@H]2OCC2)C=C(C=C3)C(=O)O)C=C(C(=C1)C1=NC(=CC=C1)OCC1=C(C=C(C=C1)C#CC1=NN(C=C1)C)F)F (S)-2-(2,5-difluoro-4-(6-((2-fluoro-4-((1-methyl-1H-pyrazol-3-yl)ethynyl)benzyl)oxy)pyridin-2-yl)benzyl)-1-(oxetan-2-ylmethyl)-1H-benzo[d]imidazole-6-carboxylic acid